OC1(CCN(CC1)CC1=CC=C(/C=C/C2=NNC3=CC(=CC=C23)C2CC23C(NC2=CC=C(C=C32)OC)=O)C=C1)C 2-(3-((E)-4-((4-hydroxy-4-methylpiperidin-1-yl)methyl)styryl)-1H-indazol-6-yl)-5'-methoxyspiro[cyclopropane-1,3'-indolin]-2'-one